Benzyl (4-(6-([4,4'-bipyridin]-3-ylcarbamoyl)-5-aminopyrazin-2-yl)phenethyl)carbamate N1=CC(=C(C=C1)C1=CC=NC=C1)NC(=O)C1=C(N=CC(=N1)C1=CC=C(CCNC(OCC2=CC=CC=C2)=O)C=C1)N